3-hexen-1-yl salicylate C(C=1C(O)=CC=CC1)(=O)OCCC=CCC